C(=O)(O)C1=CC=C(C=C1)COC1=C(C2=CC=CC=C2C=C1)C1=C(C=CC2=CC=CC=C12)OCC1=CC=C(C=C1)C(=O)O 2,2'-bis(4-carboxyphenylmethoxy)-1,1'-binaphthyl